2-formyl-2'-methyl-spiro[6,7-dihydrothieno[3,2-C]pyran-4,4'-piperidine]-1'-carboxylic acid tert-butyl ester C(C)(C)(C)OC(=O)N1C(CC2(CC1)OCCC1=C2C=C(S1)C=O)C